NC(C(=O)O)C(C(F)F)C 2-amino-4,4-difluoro-3-methylbutyric acid